CC1=NN2C(N=C(C3=CC=CC=C23)NCCN2CCN(CC2)C)=C1 2-methyl-N-(2-(4-methylpiperazin-1-yl)ethyl)pyrazolo[1,5-a]quinazolin-5-amine